(1R,2S)-5'-methoxy-2-{3-[2-methoxy-5-(3-methoxy-1-methyl-1H-pyrazol-4-yl)anilino]-1H-indazol-6-yl}spiro[cyclopropane-1,3'-indol]-2'(1'H)-one COC=1C=C2[C@]3(C(NC2=CC1)=O)[C@@H](C3)C3=CC=C1C(=NNC1=C3)NC3=C(C=CC(=C3)C=3C(=NN(C3)C)OC)OC